2-bromo-N-(thiazol-2-yl)acetamide BrCC(=O)NC=1SC=CN1